tert-butyl 4-[[6-[3-(2-methoxy-4-methylsulfonyl-anilino)prop-1-ynyl]-1-(2,2,2-trifluoroethyl) benzimidazole-4-carbonyl]amino]piperidine-1-carboxylate COC1=C(NCC#CC=2C=C(C3=C(N(C=N3)CC(F)(F)F)C2)C(=O)NC2CCN(CC2)C(=O)OC(C)(C)C)C=CC(=C1)S(=O)(=O)C